C(C)OC(C(CC(=O)OCC)NCCC[Si](OC)(OC)OC)=O N-(3-trimethoxysilyl-propyl)-amino-succinic acid-diethyl ester